tert-butyl (3S)-3-(4-methylpiperidine-1-carbonyl)-3,4-dihydro-1H-isoquinoline-2-carboxylate CC1CCN(CC1)C(=O)[C@H]1N(CC2=CC=CC=C2C1)C(=O)OC(C)(C)C